3-(4-((1-cyclopentyl-3-(4-nitrophenyl)-1H-indazol-6-yl)methoxy)phenyl)butanoic acid C1(CCCC1)N1N=C(C2=CC=C(C=C12)COC1=CC=C(C=C1)C(CC(=O)O)C)C1=CC=C(C=C1)[N+](=O)[O-]